1-acetyl-4,5-dimethylpyrazole C(C)(=O)N1N=CC(=C1C)C